The molecule is a diazonium betaine obtained by the deprotonation of the hydroxy group of (Z)-2-hydroxy-2-{[(2S)-1-methoxy-1-oxohexan-2-yl]amino}ethenediazonium. It has a role as a metabolite. It is a diazonium betaine and a methyl ester. CCCC[C@@H](C(=O)OC)NC(=O)C=[N+]=[N-]